Cl.C(#N)C=1C(=NC(=C(C1CC)C#N)N1CCNCCC1)SC(C(=O)N)C1=CC=CC=C1 2-((3,5-dicyano-6-(1,4-diazepan-1-yl)-4-ethylpyridin-2-yl)thio)-2-phenylacetamide, hydrochloride salt